COC([C@@H](NC([C@@H](NC(=O)C=1N=C(SC1)C1=CC(=CC=C1)CNC(=O)OC(C)(C)C)CO[Si](C)(C)C(C)(C)C)=O)COC(C)=O)=O.[N+](=O)([O-])C1=C(OCC(=O)N)C=CC=C1 o-nitrophenoxyacetamide Methyl-O-acetyl-N-(N-(2-(3-(((tert-butoxycarbonyl)amino)methyl)phenyl)thiazole-4-carbonyl)-O-(tert-butyldimethylsilyl)-L-seryl)-L-serinate